FC1=CC=C(C=C1)C=1NC=C(N1)C=O 2-(4-fluorophenyl)-1H-imidazole-4-carbaldehyde